ClC(C)(C)N(P(C1=CC=CC=C1)C1=CC=CC=C1)P(C1=CC=CC=C1)C1=CC=CC=C1 chloro[N,N-bis(diphenylphosphino)-N-isopropylamine]